OC1=CC=C(C=C1)C(C)(C)C1=CC=C(C=C1)C(CCCCC)(C1=CC=C(C=C1)O)C1=CC=C(C=C1)O 4,4'-[1-{4-[1-(4-Hydroxyphenyl)-1-methylethyl]phenyl}hexylidene]bisphenol